C(#N)C=1C=C(C(=O)NC)C=CC1NCC#CC=1C=C2C(=CC=CN2C1SC(F)(F)F)N[C@H]1[C@H](CN(CC1)C)F 3-cyano-4-{[3-(8-{[(3S,4R)-3-fluoro-1-methylpiperidin-4-yl]amino}-3-[(trifluoromethyl)sulfanyl]indolizin-2-yl)prop-2-yn-1-yl]amino}-N-methylbenzamide